FC=1C=C(C=C(C1)OCC(C)C)C1=CC=C(C(=N1)N1C(C[C@@H](C1)C)(C)C)C(=O)NS(NC=1C(=NC=CC1)OC)(=O)=O 6-(3-Fluoro-5-isobutoxyphenyl)-N-[(2-methoxy-3-pyridyl)sulfamoyl]-2-[(4S)-2,2,4-trimethylpyrrolidin-1-yl]pyridin-3-carboxamid